ClC1=CC(=C(C(=C1)C)B(O)O)O 4-CHLORO-2-HYDROXY-6-METHYLPHENYLBORONIC ACID